C(C)(C)(C)OC(NC1=CC2=C(N=C(N=C2)NC2CCN(CC2)S(=O)(=O)CCC#C)N(C1=O)C1CCCC1)=O (2-((1-(but-3-yn-1-ylsulfonyl)piperidin-4-yl)amino)-8-cyclopentyl-7-oxo-7,8-dihydropyrido[2,3-d]Pyrimidin-6-yl)carbamic acid tert-butyl ester